BrC1=CC(=CC=2N1N=CC2F)C=C 7-bromo-5-ethenyl-3-fluoropyrazolo[1,5-a]pyridine